C(C)(C)(C)OC(=O)N1C2CN(CC1CC2)C2=CC=C1C(C(N(C1=C2)C2=C(C(=CC=C2)Br)C(N)=O)=O)(C)C.C(C)(C)(C)C2=CC=C(C=C2)N(C2=CC=CC=C2)C2=CC=C(C=C2)C N-(4-(t-butyl)phenyl)-N-(p-tolyl)aniline tert-butyl-3-(1-(3-bromo-2-carbamoylphenyl)-3,3-dimethyl-2-oxoindolin-6-yl)-3,8-diazabicyclo[3.2.1]octane-8-carboxylate